N1=CC=CC2=CC=CC(=C12)NC(=O)C1=CC2=CC=CC=C2C=C1 N-(quinolin-8-yl)-2-naphthamide